3-chloro-N1-(2-chloro-5-fluoropyrimidin-4-yl)-N1-methylbenzene-1,4-diamine ClC=1C=C(C=CC1N)N(C)C1=NC(=NC=C1F)Cl